C(CCCCCCCCCCCCCCCCCCCCCCCCCCC)O[C@H](CO)COP(=O)(O)OCC[N+](C)(C)C 2-octacosyl-sn-glycero-3-phosphorylcholine